(R)-1-(2-(3-(dimethylamino)-2,2-dimethylpropoxy)-7-(8-ethyl-7-fluoro-3-hydroxynaphthalen-1-yl)-8-fluoropyrido[4,3-d]pyrimidin-4-yl)-3-methylpiperidin-3-ol CN(CC(COC=1N=C(C2=C(N1)C(=C(N=C2)C2=CC(=CC1=CC=C(C(=C21)CC)F)O)F)N2C[C@@](CCC2)(O)C)(C)C)C